N1C=C(C=2C1=NC=CC2)C2=NC=CC(=N2)NC2(CCS(CC2)(=O)=O)C(=O)NCC(F)(F)F 4-((2-(1H-pyrrolo[2,3-b]pyridin-3-yl)pyrimidin-4-yl)amino)-N-(2,2,2-trifluoroethyl)tetrahydro-2H-thiopyran-4-carboxamide 1,1-dioxide